2-methylenedioxybenzene C1OC2=CC=CC=C2O1